2-cyclopropyl-1-(2,4-dimethyl-5,7-dihydro-6H-pyrrolo[3,4-b]pyridin-6-yl)ethanone, formate salt C(=O)O.C1(CC1)CC(=O)N1CC2=NC(=CC(=C2C1)C)C